1-chloro-3-fluoro-2-nitro-5-(trifluoromethyl)benzene ClC1=C(C(=CC(=C1)C(F)(F)F)F)[N+](=O)[O-]